CN(C=1C=CC=NC1)C 5-(dimethylamino)pyridin